ClC1=C(C=C2C(=NC(N3C2=C1SCC1(COC1)C3)=O)N3C[C@H](N(C(C3)C)C(=O)OC(C)(C)C)C)C(F)(F)F (2R,5S)-tert-butyl 4-(11-chloro-6-oxo-10-(trifluoromethyl)-4,6-dihydro-2H-spiro[[1,4]thiazepino[2,3,4-ij]quinazoline-3,3'-oxetan]-8-yl)-2,6-dimethylpiperazine-1-carboxylate